ClC1=C(C=CC=C1C1=NC=CN=C1)SN1NN=C(C=N1)N1CCC2([C@@H]([C@@H](OC2)C)N)CC1 (3S,4S)-8-(3-((2-chloro-3-(pyrazine-2-yl)phenyl)mercapto)-tetrazine-6-yl)-3-methyl-2-oxa-8-azaspiro[4.5]decane-4-amine